trichloro[4-(chloromethyl)phenyl]silane Cl[Si](C1=CC=C(C=C1)CCl)(Cl)Cl